[Cl-].[Li+].C(C1=CC=CC=C1)(C1=CC=CC=C1)N1[C@@H]([C@H](C1)CS(=O)(=O)C)C (2R,3S)-1-benzhydryl-2-methyl-3-((methylsulfonyl)methyl)azetidine Lithium chloride